9-(4-(tert-butyl)phenyl)-9H-carbazole C(C)(C)(C)C1=CC=C(C=C1)N1C2=CC=CC=C2C=2C=CC=CC12